COC1=C(C(=CC=C1)OC)P(C1=C(C=CC=C1)S(=O)(=O)O)C1=C(C=CC=C1OC)OC 2-(bis(2,6-dimethoxyphenyl)phosphino)benzenesulfonic acid